FC(OC1=CC(=C(C(=C1)C(C)C)CC(=O)NS(=O)(=N)C=1SC(=CC1F)C(C)(C)O)C(C)C)F 2-(4-(difluoromethoxy)-2,6-diisopropylphenyl)-N-(3-fluoro-5-(2-hydroxypropan-2-yl)thiophen-2-ylsulfonimidoyl)acetamide